3-chloro-2-pyridone ClC=1C(NC=CC1)=O